COCCC1=CC=C(C=N1)C1=NN2C(N=CC=C2)=C1C(=O)N[C@@H]1C(NC2=C(C(=N1)C1=CC=CC=C1)C=CC=C2F)=O 2-[6-(2-methoxy-ethyl)pyridin-3-yl]-N-[(3S)-9-fluoro-2-oxo-5-phenyl-1,3-dihydro-1,4-benzodiazepin-3-yl]pyrazolo[1,5-a]pyrimidine-3-carboxamide